N-(5-(2-(((1r,4r)-4-aminocyclohexyl)amino)-8-ethylquinazolin-6-yl)pyrimidin-2-yl)-2-chlorobenzene-sulfonamide NC1CCC(CC1)NC1=NC2=C(C=C(C=C2C=N1)C=1C=NC(=NC1)NS(=O)(=O)C1=C(C=CC=C1)Cl)CC